BrC1=CC=C(C=C1)C(C(=O)OCC)(C)C ethyl 2-(4-bromo-phenyl)-2-methyl-propionate